C(C)(C)(C)OC(=O)N1[C@@H](C[C@H](C1)O)C(=O)O (2s,4r)-1-[(tert-butoxy)carbonyl]-4-hydroxypyrrolidine-2-carboxylic acid